NC=1SC=C(N1)C=1N=NN(C1)[C@@H]1[C@H]([C@@H](SC=2C(=NC=C(C2)Cl)C2=CC=NC=C2)O[C@@H]([C@@H]1O)CO)OC 5-Chloro-2-(pyridin-4-yl)pyridin-3-yl 3-[4-(2-aminothiazol-4-yl)-1H-1,2,3-triazol-1-yl]-3-deoxy-2-O-methyl-1-thio-α-D-galactopyranoside